3-[(tert-butoxy)carbonyl]-3-azabicyclo[3.1.1]heptane-6-carboxylic acid C(C)(C)(C)OC(=O)N1CC2C(C(C1)C2)C(=O)O